(2-cyano-4-isopropyl-7-oxo-thieno[2,3-D]pyridazin-6-yl)acetic acid ethyl ester C(C)OC(CN1N=C(C2=C(C1=O)SC(=C2)C#N)C(C)C)=O